C(C)(C)(C)OC(=O)N1N=CC(=C1)C1=C(N(C=2N(C1=O)N=C(C2N2CCCCC2)C2=CC=CC=C2)COCC[Si](C)(C)C)C 4-(5-methyl-7-oxo-2-phenyl-3-(piperidin-1-yl)-4-((2-(trimethylsilyl)ethoxy)methyl)-4,7-dihydropyrazolo[1,5-a]pyrimidin-6-yl)-1H-pyrazole-1-carboxylic acid tert-butyl ester